CC(C)[C@H](C(C1=CC=C(C=C1)OC)(C2=CC=C(C=C2)OC)N)N (2R)-(-)-1,1-bis(4-methoxyphenyl)-3-methyl-1,2-butanediamine